COC1=C(C=CC=C1)P(C1=C(C=CC=C1)OC)CC1(C=C1)CP(C1=C(C=CC=C1)OC)C1=C(C=CC=C1)OC 1,1-bis[di(2-methoxyphenyl)phosphinomethyl]cyclopropaneN